phenyl-phosphonous acid C1(=CC=CC=C1)P(O)O